CC[SiH2]C 2-ethylmethylsilane